4-aminobutyl ((4-(((3R,4R)-1-(2-cyanoacetyl)-4-methylpiperidin-3-yl)(methyl)amino)-7H-pyrrolo[2,3-d]pyrimidin-7-yl)methyl) carbonate hydrochloride Cl.C(OCCCCN)(OCN1C=CC2=C1N=CN=C2N(C)[C@H]2CN(CC[C@H]2C)C(CC#N)=O)=O